methyl 1-[3-[6-(methoxycarbonylamino)-3-pyridyl]imidazo[1,2-a]pyridine-6-carbonyl]-3,4-dihydro-2H-quinoline-7-carboxylate COC(=O)NC1=CC=C(C=N1)C1=CN=C2N1C=C(C=C2)C(=O)N2CCCC1=CC=C(C=C21)C(=O)OC